ClC=1C=NC(=C2C(C=C(N(C12)C1=C(C=C(C=C1Cl)OCCO)Cl)C)=O)OCCNC(C)=O N-(2-((8-Chloro-1-(2,6-dichloro-4-(2-hydroxyethoxy)phenyl)-2-methyl-4-oxo-1,4-dihydro-1,6-naphthyridin-5-yl)oxy)ethyl)acetamide